tert-Butyl (4S)-4-[5-(6-tert-butyl-5-methyl-pyrrolo[2,3-b]pyrazin-3-yl)-5-hydroxy-1-isopropoxy-pentyl]-2,2-dimethyl-oxazolidine-3-carboxylate C(C)(C)(C)C1=CC=2C(=NC(=CN2)C(CCCC(OC(C)C)[C@H]2N(C(OC2)(C)C)C(=O)OC(C)(C)C)O)N1C